O1CCCC2=CC=CC=C12 (R)-Chroman